6-(3-amino-6-(4-(4-(cyclopropylmethyl)piperazin-1-yl)phenyl)-5-fluoropyrazin-2-yl)-4-fluoro-3-methylisoquinolin-1(2H)-one NC=1C(=NC(=C(N1)F)C1=CC=C(C=C1)N1CCN(CC1)CC1CC1)C=1C=C2C(=C(NC(C2=CC1)=O)C)F